C(C)OC(CN(C(CC=1C=NN(C1)C)=O)CC1=CC=CC=C1)=O N-benzyl-N-(2-(1-methyl-1H-pyrazol-4-yl)acetyl)glycine ethyl ester